CN1N=CC2=CC=CC(=C12)C#CC=1C=C(OC2=C(N=NN2)C(=O)O)C=CC1 5-(3-(2-(1-methyl-1H-indazol-7-yl)ethynyl)phenoxy)-1H-1,2,3-triazole-4-carboxylic acid